1-{8-bromo-6H-isochromeno[3,4-b]pyridin-3-yl}-N-tert-butylpyrrolidin-3-amine BrC=1C=CC2=C(C1)COC1=NC(=CC=C12)N1CC(CC1)NC(C)(C)C